C(C1=CC=CC=C1)OC1=C(N(C=C(C1=O)C(NCC1=C(C=C(C=C1F)F)F)=O)N([C@H](C)CC=C)C(=O)OC(C)(C)C)C(=O)OC (R)-methyl 3-(benzyloxy)-1-((tert-butoxycarbonyl) (pent-4-en-2-yl) amino)-4-oxo-5-((2,4,6-trifluorobenzyl) carbamoyl)-1,4-dihydropyridine-2-carboxylate